N-(2-methoxy-5-(4-(piperidin-4-yl)quinazolin-6-yl)pyridin-3-yl)-2,4-dimethylthiazole-5-sulfonamide trifluoroacetate FC(C(=O)O)(F)F.COC1=NC=C(C=C1NS(=O)(=O)C1=C(N=C(S1)C)C)C=1C=C2C(=NC=NC2=CC1)C1CCNCC1